7-amino-5,6,7,8-tetrahydroisoquinolin NC1CCC=2C=CN=CC2C1